cyanomethyl (S)-2-((tert-butoxycarbonyl)amino)-3-(4-(4-(4-carbamoylthiazol-2-yl)oxazol-2-yl)thiazol-2-yl)propanoate C(C)(C)(C)OC(=O)N[C@H](C(=O)OCC#N)CC=1SC=C(N1)C=1OC=C(N1)C=1SC=C(N1)C(N)=O